C(C)(C)(C)OC([C@H](CCC(=O)O)N(C)C)=O (S)-5-(tert-butoxy)-4-(dimethylamino)-5-oxopentanoic acid